C(CC1=CC=CC=C1)C1=NC2=CC=CC=C2C(N1)=O 2-(phenethyl)-4[3H]quinazolinone